BrC1=CC=C(C=C1)N1CCN(CC1)CC1=C2C(N(C(C2=CC=C1)=O)C1C(NC(CC1)=O)=O)=O 4-((4-(4-bromophenyl)piperazin-1-yl)methyl)-2-(2,6-dioxopiperidin-3-yl)isoindoline-1,3-dione